CC=1NC2=CC=C(C=C2C1)CNC1=NC2=CC=CC=C2N=C1 N-[(2-methyl-1H-indol-5-yl)methyl]quinoxalin-2-amine